N,N'-diethyl-1,3-bisacrylamido-propane C(C)N(C(C=C)=O)CCCN(C(C=C)=O)CC